FC=1C=CC=C2C(N(C=NC12)C1CCNCC1)=O 8-fluoro-3-(piperidin-4-yl)quinazolin-4(3H)-one